9-[4-[2-(2,6-dioxo-3-piperidyl)-1,3-dioxo-isoindolin-5-yl]piperazin-1-yl]nonanoic acid O=C1NC(CCC1N1C(C2=CC=C(C=C2C1=O)N1CCN(CC1)CCCCCCCCC(=O)O)=O)=O